2-(4-benzyloxy-6-chloro-2-methyl-3-pyridyl)acetamide C(C1=CC=CC=C1)OC1=C(C(=NC(=C1)Cl)C)CC(=O)N